2-chloro-N-(((1R,5S,6s)-3-(5-(3-cyano-6-(1-methyl-1H-pyrazol-4-yl)pyrazolo[1,5-a]pyridin-4-yl)pyridin-2-yl)-3-azabicyclo[3.1.0]hexan-6-yl)methyl)-6-methylbenzamide ClC1=C(C(=O)NCC2[C@@H]3CN(C[C@H]23)C2=NC=C(C=C2)C=2C=3N(C=C(C2)C=2C=NN(C2)C)N=CC3C#N)C(=CC=C1)C